CON=C1CCCCCCCC1C1=NC=CC=C1 pyridylcyclononane-9-one O-methyloxime